OC1=C(C=CC=C1C)C(CCCCCCCCCCCCCCCCCCCC)C1=CC(=C(C=C1)O)C 1-(2-hydroxy-3-methyl-phenyl)-1-(3-methyl-4-hydroxyphenyl)heneicosane